rubidium toluenedisulfonate tert-butyl-(3-(3-nitrophenyl)prop-2-yn-1-yl)carbamate C(C)(C)(C)N(C([O-])=O)CC#CC1=CC(=CC=C1)[N+](=O)[O-].C(C1=CC=CC=C1)(S(=O)(=O)O)S(=O)(=O)O.[Rb+]